ClC1=C(C=O)C=CC(=C1)OC1=NC=CC=C1F 2-chloro-4-((3-fluoropyridin-2-yl)oxy)benzaldehyde